2-(2-(Dimethylamino)naphthalen-1-yl)-4-methylphenyl trifluoromethanesulfonate FC(S(=O)(=O)OC1=C(C=C(C=C1)C)C1=C(C=CC2=CC=CC=C12)N(C)C)(F)F